C(C)(CC)OC([C@H](C)N=P(=O)OC1=C(C=CC=C1)OC[C@H]1O[C@H]([C@]([C@@H]1O)(C)F)N1C(NC(C=C1)=O)=O)=O (S)-2-{[(2r,3r,4r,5r)-5-(2,4-dioxo-3,4-dihydro-2H-pyrimidin-1-yl)-4-fluoro-3-hydroxy-4-methyl-tetrahydro-furan-2-ylmethoxy]-phenoxy-phosphorylamino}-propionic acid sec-butyl ester